1-{5-[3-(3-Phenylpropyloxy)phenyl]pentanoyl}azetidin-3-yl dihydrogen phosphate ammonium salt [NH4+].P(=O)(OC1CN(C1)C(CCCCC1=CC(=CC=C1)OCCCC1=CC=CC=C1)=O)(O)O